NC(C)(C)C1=CC(=NC(=C1)C1=CC=C(C=C1)F)OC1[C@@H]2CN(C[C@H]12)C(=O)C=1C(=NN(C1)C1=NC=CC(=N1)C)C ((1R,5S,6s)-6-((4-(2-aminopropan-2-yl)-6-(4-fluorophenyl)pyridin-2-yl)oxy)-3-azabicyclo[3.1.0]hexan-3-yl)(3-methyl-1-(4-methylpyrimidin-2-yl)-1H-pyrazol-4-yl)methanone